4-[4-chloro-6-(2,2-diethoxyethyl)pyridin-2-yl]morpholine ClC1=CC(=NC(=C1)CC(OCC)OCC)N1CCOCC1